C(C1=CC=CC=C1)OC=1C=CC(=NC1C1OCCO1)NCCN(C)C N1-(5-(benzyloxy)-6-(1,3-dioxolan-2-yl)pyridin-2-yl)-N2,N2-dimethylethane-1,2-diamine